zinc dicyclopentadiene diformate C(=O)[O-].C(=O)[O-].C1=CC=CC1.C1=CC=CC1.[Zn+2]